ClC1=C(C=CC=C1)C1=C(C2=C(N=C(N=C2)NC2=CC(=C(C=C2)N2CCN(CC2)C)F)N(C1=O)[C@@H]1CN(CCC1)CCC)C (S)-6-(2-chlorophenyl)-2-((3-fluoro-4-(4-methylpiperazin-1-yl)phenyl)amino)-5-methyl-8-(1-propylpiperidin-3-yl)pyrido[2,3-d]pyrimidin-7(8H)-one